4-(3,4-dihydroisoquinolin-1-yl)-2-methylidene-4-phenylbutyric acid methyl ester COC(C(CC(C1=CC=CC=C1)C1=NCCC2=CC=CC=C12)=C)=O